C(C1=CC=CC=C1)OC(=O)N[C@H](C(=O)OCC)CCC(C(F)(F)F)(C)C ethyl (S)-2-(((benzyloxy)carbonyl)amino)-6,6,6-trifluoro-5,5-dimethylhexanoate